BrC1=C(N=C(C2=C1OCC(N2)=O)N2CCC(CC2)NC([O-])=O)C2=CC(=C(C=C2)C#N)F 1-(8-bromo-7-(4-cyano-3-fluorophenyl)-3-oxo-3,4-dihydro-2H-pyrido[4,3-b][1,4]oxazin-5-yl)piperidin-4-yl-carbamate